2-(2-methylphenyl)-formylquinoline CC1=C(C=CC=C1)C1=NC2=CC=CC=C2C=C1C=O